COC1=C(C=C2C(=CC=NC2=C1)OC1=CC2=CC=CC(=C2C=C1)C(N(C)C1=CC(=CC=C1)OC)=O)C(=O)N 7-methoxy-4-((5-((3-methoxyphenyl)(methyl)carbamoyl)naphthalen-2-yl)oxy)quinoline-6-carboxamide